ClC1=CC=C(C(=O)NC2=C(C(=CC=C2)C(=O)C=2C=C3N=C(C=NC3=CC2)N2CCOCC2)F)C=C1 4-chloro-N-(2-fluoro-3-(3-morpholinoquinoxaline-6-carbonyl)phenyl)benzamide